trans-tert-butyl-5-(3-bromo-5-chlorophenyl)-2-methylpiperazine-1-carboxylate C(C)(C)(C)OC(=O)N1[C@H](CN[C@@H](C1)C1=CC(=CC(=C1)Cl)Br)C